C(C1=CC=CC=C1)SC=1C=CC(=NC1)C#N 5-(benzylthio)pyridinecarbonitrile